FC(C=1C(=C(C=CC1)C(C)=O)C)F 1-(3-(Difluoromethyl)-2-methylphenyl)ethanone